3-HYDROXYBENZYL ALCOHOL OC=1C=C(CO)C=CC1